(S)-8-(2-amino-6-((R)-1-(5-chloro-3'-(trifluoromethoxy)-[1,1'-biphenyl]-2-yl)-2,2,2-trifluoroethoxy)pyrimidin-4-yl)-2,8-diazaspiro[4.5]decane-3-carboxylic acid NC1=NC(=CC(=N1)N1CCC2(C[C@H](NC2)C(=O)O)CC1)O[C@@H](C(F)(F)F)C1=C(C=C(C=C1)Cl)C1=CC(=CC=C1)OC(F)(F)F